CC(C#N)(C)C1=CC(=CC=C1)NC1=NC=C(C(=N1)N1OCCC1C1=CC=CC=C1)C(F)(F)F 2-methyl-2-(3-((4-(3-phenylisoxazolidin-2-yl)-5-(trifluoromethyl)pyrimidin-2-yl)amino)phenyl)propanenitrile